2-[(2R)-2-amino-3-fluoropropyl]-3,5-dichloro-N-[(1,3-thiazol-2-yl)methyl]thieno[3,2-b]pyridin-7-amine dihydrochloride Cl.Cl.N[C@H](CC1=C(C2=NC(=CC(=C2S1)NCC=1SC=CN1)Cl)Cl)CF